N1CCC(CC1)OC1CC(C1)OC1=CC=C(C=N1)C=1C=CC=2C3=C(NC2C1)C=CN=C3 7-(6-((1r,3r)-3-(piperidin-4-yloxy)cyclobutoxy)pyridin-3-yl)-5H-pyrido[4,3-b]Indole